NCC(CO)C 3-Amino-2-methylpropan-1-ol